N-[4-(2-isohexylphenyl)-6-[4-(4-methylpiperazin-1-yl)phenoxy]pyrimidin-2-yl]-1-methyl-pyrazole-4-sulfonamide C(CCC(C)C)C1=C(C=CC=C1)C1=NC(=NC(=C1)OC1=CC=C(C=C1)N1CCN(CC1)C)NS(=O)(=O)C=1C=NN(C1)C